5-(5-(cyclopropylmethoxy)-3-(ethylsulfonyl)pyridin-2-yl)-2-(trifluoromethyl)-[1,2,4]triazolo[1,5-a]pyrimidine C1(CC1)COC=1C=C(C(=NC1)C1=NC=2N(C=C1)N=C(N2)C(F)(F)F)S(=O)(=O)CC